BrC1=CC=C(C=C1)N1C=COC2=C1C=CC=C2 N-(4-bromophenyl)-1,4-benzoxazine